(6-Aminopyridin-3-yl)((3S,5S)-3,5-dimethylmorpholino)methanone NC1=CC=C(C=N1)C(=O)N1[C@H](COC[C@@H]1C)C